[Si]([O-])(O)(O)O.O.[OH-].[Ca+2] calcium hydroxide hydrate silicate